5-chloro-2-(4-(trimethylsilyl)-1H-1,2,3-triazol-1-yl)benzoic acid methyl ester COC(C1=C(C=CC(=C1)Cl)N1N=NC(=C1)[Si](C)(C)C)=O